Ethyl 2-ethyl-2-{[6-({(1R,2S)-2-[(fluoromethoxy)methyl]cyclopropyl}methoxy)-5-(3-methoxyazetidin-1-yl)pyridine-2-carbonyl]amino}butanoate C(C)C(C(=O)OCC)(CC)NC(=O)C1=NC(=C(C=C1)N1CC(C1)OC)OC[C@H]1[C@H](C1)COCF